1-(4-(6-(1,3-dioxolan-2-yl)-5-hydroxypyridin-2-yl)butyl)quinuclidin-1-ium triflate [O-]S(=O)(=O)C(F)(F)F.O1C(OCC1)C1=C(C=CC(=N1)CCCC[N+]12CCC(CC1)CC2)O